7,7'-diphenyl-6,6'-dihydroxy-3,3,3',3'-tetramethyl-1,1'-spirobiindan C1(=CC=CC=C1)C=1C(=CC=C2C(CC3(C12)CC(C1=CC=C(C(=C13)C1=CC=CC=C1)O)(C)C)(C)C)O